3-[2-(dimethylamino)ethoxy]aniline CN(CCOC=1C=C(N)C=CC1)C